2-amino-2-hydroxypropanediol NC(C(O)O)(C)O